benzene-1,2-dicarboxylic acid C=1(C(=CC=CC1)C(=O)O)C(=O)O